FC(S(=O)(=O)C1=CC=C(C=C1)S(=O)(=O)NC1=C(C(=O)NC23CC(C2)(C3)C(F)(F)F)C=CC(=C1)C(F)(F)F)F 2-((4-((difluoromethyl)sulfonyl)phenyl)sulfonamido)-4-(trifluoromethyl)-N-(3-(trifluoromethyl)bicyclo[1.1.1]pentan-1-yl)benzamide